2-(3-(benzyloxy)-4-methoxyphenyl)-4,4,5,5-tetramethyl-1,3,2-dioxaborolane C(C1=CC=CC=C1)OC=1C=C(C=CC1OC)B1OC(C(O1)(C)C)(C)C